(R,Z)-1-(4-(1,2-dimethyl-4-((1-(2-methyl-3-(trifluoromethyl)phenyl)ethyl)imino)-1,4-dihydropyrido[3,4-d]pyrimidin-6-yl)-3,6-dihydropyridin-1(2H)-yl)ethan-1-one CN1C(=N\C(\C2=C1C=NC(=C2)C=2CCN(CC2)C(C)=O)=N/[C@H](C)C2=C(C(=CC=C2)C(F)(F)F)C)C